FC=1C=C(C=NC1F)S(=O)(=O)N 5,6-difluoropyridine-3-sulfonamide